C[C@H]1N[C@H](COC1)C1=NC=C(C=C1)C(F)(F)F (3R,5S)-3-methyl-5-(5-(trifluoromethyl)pyridine-2-yl)morpholine